benzyl 8-bromochromane-3-carboxylate BrC=1C=CC=C2CC(COC12)C(=O)OCC1=CC=CC=C1